C(C)OC(=O)C=1SC(=C2C1CCC(C2)N(C)C(=O)OC(C)(C)C)C2CC2.ClC=2C(=CC(=C(C2)C(C)=O)OCC)F 1-(5-chloro-2-ethoxy-4-fluorophenyl)ethanone ethyl-5-[tert-butoxycarbonyl(methyl)amino]-3-cyclopropyl-4,5,6,7-tetrahydro-2-benzothiophene-1-carboxylate